C(#N)C1=C(N=C(C=2CCN(CC12)C1=CC=CC2=CC=CC=C12)N1CC(OC(C1)C)C)N1CC(N(CC1)C(=O)OC(C)(C)C)CC#N tert-butyl 4-(4-cyano-1-(2,6-dimethylmorpholino)-6-(naphthalen-1-yl)-5,6,7,8-tetrahydro-2,6-naphthyridin-3-yl)-2-(cyanomethyl)piperazine-1-carboxylate